BrC1=C(N=C(C=2N1N=CC2)N2CCC1(CC2)C(C2=C(C(=NC=C2)CO[Si](C(C)C)(C(C)C)C(C)C)C1)=NS(=O)C(C)(C)C)C N-[1'-(7-bromo-6-methyl-pyrazolo[1,5-a]pyrazin-4-yl)-1-(triisopropylsiloxymethyl)spiro[7H-cyclopenta[c]pyridin-6,4'-piperidin]-5-ylidene]-2-methyl-propane-2-sulfinamide